2-(1-((5-(2-(4,5-dichloro-6-oxopyridazin-1(6H)-yl)acetamido)-2-methylphenyl)sulfonyl)piperidin-4-yl)acetic acid ClC=1C=NN(C(C1Cl)=O)CC(=O)NC=1C=CC(=C(C1)S(=O)(=O)N1CCC(CC1)CC(=O)O)C